C1(CC(C(CC1)C(C)C)OC(CCCC(=O)[O-])=O)C mono-menthylglutarate